[Na].[Na].CC1(C2=CC=CC=C2OC=2C=CC=CC12)C 9,9-dimethyl-xanthene disodium salt